3-[[2-[(2S)-2-(1H-indole-2-carbonylamino)-4-methyl-pentanoyl]hydrazino]methyl]-2-oxo-pyrrolidine-1-carboxylic acid tert-butyl ester C(C)(C)(C)OC(=O)N1C(C(CC1)CNNC([C@H](CC(C)C)NC(=O)C=1NC2=CC=CC=C2C1)=O)=O